C(C)(C)(C)[Si](C1=CC=CC=C1)(C1=CC=CC=C1)OCCCC12CC3(CC(CC(C1)(C3)C)(C2)C)CN2N=CC(=C2C)I tert-butyl-[3-[3-[(4-iodo-5-methyl-pyrazol-1-yl)methyl]-5,7-dimethyl-1-adamantyl]propoxy]-diphenyl-silane